[3-chloro-5-(6-hydroxy-2-azaspiro[3.3]heptan-2-yl)phenyl]-[4-(5-methyloxazolo[4,5-b]pyridin-2-yl)piperazin-1-yl]methanone ClC=1C=C(C=C(C1)N1CC2(C1)CC(C2)O)C(=O)N2CCN(CC2)C=2OC=1C(=NC(=CC1)C)N2